ClC=1SC(=CN1)CNCC(C)O 1-(((2-Chlorothiazol-5-yl)methyl)amino)propan-2-ol